7-chloro-3-[1-(2,2,3,3,3-pentafluoropropyl)-1H-pyrazol-4-yl]-2-(trifluoromethyl)-4H-pyrido[1,2-a]pyrimidin-4-one ClC=1C=CC=2N(C(C(=C(N2)C(F)(F)F)C=2C=NN(C2)CC(C(F)(F)F)(F)F)=O)C1